C(CCC)C(=CC1=CC=CC=C1)/C(=C/C(=O)O)/C(=O)O butyl-styrene-maleic acid